4,4'-(4-bromophenyl)methylenebis(1-(4-(2-hydroxyphenyl)thiazol-2-yl)-3-methyl-1H-pyrazol-5-ol) BrC1=CC=C(C=C1)C(C=1C(=NN(C1O)C=1SC=C(N1)C1=C(C=CC=C1)O)C)C=1C(=NN(C1O)C=1SC=C(N1)C1=C(C=CC=C1)O)C